7-(1-ethylpiperidin-4-yl)-2-(1-methyl-1H-indazol-5-yl)-4H-pyrido[1,2-a]pyrimidin-4-one C(C)N1CCC(CC1)C=1C=CC=2N(C(C=C(N2)C=2C=C3C=NN(C3=CC2)C)=O)C1